SC(C)(O)S di-mercaptoethanol